N-(1-(4-bromopyridin-2-yl)ethyl)-5-(4-(trifluoromethyl)phenyl)-2-naphthamide BrC1=CC(=NC=C1)C(C)NC(=O)C1=CC2=CC=CC(=C2C=C1)C1=CC=C(C=C1)C(F)(F)F